C(C)(=O)O[C@H]1[C@@H](O[C@@H]([C@H]([C@@H]1OC(C)=O)O[C@@H]1O[C@@H]([C@@H]([C@@H]([C@H]1OC(C)=O)OC(C)=O)OC(C)=O)COC(C)=O)COC(C)=O)OCCCCCC(=O)O 6-(((2R,3R,4S,5R,6R)-3,4-diacetoxy-6-(acetoxymethyl)-5-(((2S,3R,4S,5S,6R)-3,4,5-triacetoxy-6-(acetoxymethyl)tetrahydro-2H-pyran-2-yl)oxy)tetrahydro-2H-pyran-2-yl)oxy)hexanoic acid